FC1=CC=C(CN2N=CC(=C2)C(=O)N2CC3(CN(C3)C(=O)C3(CC3)C(F)(F)F)C(C2)C(=O)O)C=C1 6-(1-(4-fluorobenzyl)-1H-pyrazole-4-carbonyl)-2-(1-(trifluoromethyl)cyclopropane-1-carbonyl)-2,6-diazaspiro[3.4]octane-8-carboxylic acid